C(C=1C(C(=O)OCC)=CC=CC1)(=O)OCCCCC n-pentyl (ethyl) phthalate